6-propoxypyridin C(CC)OC1=CC=CC=N1